C[C@H]1[C@H]([C@H]([C@@H]([C@@H](O1)O[C@@H]2[C@H]([C@@H](O[C@@H]([C@H]2O[C@H]3[C@@H]([C@H]([C@H]([C@H](O3)CO)O)O)O[C@H]4[C@H]([C@@H]([C@@H]([C@@H](O4)C)O)O)O)CO)O[C@H]5[C@H]([C@@H]([C@H](O[C@@H]5OC[C@@H]6[C@H]([C@@H]([C@@H]([C@@H](O6)O[C@@H]7[C@H](O[C@H]([C@@H]([C@H]7O)NC(=O)C)O[C@@H]8[C@H](OC([C@@H]([C@H]8O)NC(=O)C)O)CO)CO)O)O[C@@H]9[C@H]([C@H]([C@@H]([C@H](O9)CO)O)O)O[C@H]1[C@@H]([C@H]([C@@H]([C@H](O1)CO)O[C@H]1[C@@H]([C@H]([C@H]([C@H](O1)CO)O)O)O[C@H]1[C@H]([C@@H]([C@@H]([C@@H](O1)C)O)O)O)O[C@H]1[C@H]([C@@H]([C@@H]([C@@H](O1)C)O)O)O)NC(=O)C)O)CO)O)O)NC(=O)C)O)O)O The molecule is an amino oligosaccharide comprising 4 fucose, 2 galactose, 4 N-acetyl glucosamine and 3 mannose residues arranged as two alpha-L-Fuc-(1->2)-beta-D-Gal-(1->4)-[alpha-L-Fuc-(1->3)]-beta-D-GlcNAc-(1->2)-alpha-D-Man brached chains linked (1->3) and (1->6)to a beta-D-Man-(1->4)-beta-D-GlcNAc-(1->4)-D-GlcNAc trisaccaride chain. It has a role as an epitope. It is a glucosamine oligosaccharide and an amino oligosaccharide.